ClC=1C=CC(=C(C1)C1=CC(N(C=C1OC)C(C(=O)NC1=CC=C(C(=O)O)C=C1)CCC)=O)N1C=NC(=C1)Cl 4-{[2-{4-[5-chloro-2-(4-chloro-1H-imidazol-1-yl)phenyl]-5-methoxy-2-oxopyridin-1(2H)-yl}pentanoyl]amino}benzoic acid